4-(2-Oxooxazolidine-3-sulfonylamino)benzoic acid methyl ester COC(C1=CC=C(C=C1)NS(=O)(=O)N1C(OCC1)=O)=O